C(C)C(C(=O)O)CCCC.C(CCCCC)(=O)O caproic acid (ethyl caproate)